COC=1C(=CC2=C(C(N(C3=C4C(=NC=C23)C=C2C(=C4)OCO2)CCNC)=O)C1)OC 8,9-dimethoxy-5-(2-n-methylaminoethyl)-2,3-methylenedioxy-5h-dibenzo[c,h][1,6]naphthyridin-6-one